4-methylaminobenzenemethanesulfonic acid CNC1=CC=C(C=C1)CS(=O)(=O)O